C(C)OC(=O)C12C(CC(CC1)(CC2)NC(COC2=CC(=C(C=C2)Cl)F)=O)F 4-[2-(4-chloro-3-fluorophenoxy)acetamido]-2-fluoro-bicyclo[2.2.2]octane-1-carboxylic acid ethyl ester